C1(CC1)N1C(C2=CC=C(C=C2C(=C1)N(C=1SC(=C(N1)C1=CC=C(C=C1)F)C#N)C)N1CCNCC1)=O 2-((2-cyclopropyl-1-oxo-6-(piperazin-1-yl)-1,2-dihydroisoquinolin-4-yl)(methyl)amino)-4-(4-fluorophenyl)thiazole-5-carbonitrile